C(C)(C)(C)NS(=O)(=O)C1=CC(=CC=C1)NC1=NC(=NC=C1C)NC1=CC=C(C=C1)N1CCN(CC1)CC=1C=C2C(N(C(C2=CC1)=O)C1C(NC(CC1)=O)=O)=O N-(tert-butyl)-3-((2-((4-(4-((2-(2,6-dioxopiperidin-3-yl)-1,3-dioxoisoindolin-5-yl)methyl)piperazin-1-yl)phenyl)amino)-5-methylpyrimidin-4-yl)amino)benzenesulfonamide